N-[(3R,4R)-1,3-dimethyl-4-piperidyl]-6-[3-[2-methoxy-4-(methylcarbamoyl)anilino]prop-1-ynyl]-1-(2,2,2-trifluoroethyl)benzimidazole-4-carboxamide CN1C[C@H]([C@@H](CC1)NC(=O)C1=CC(=CC=2N(C=NC21)CC(F)(F)F)C#CCNC2=C(C=C(C=C2)C(NC)=O)OC)C